2-(1-((3,4-dimethylbenzyl)(2-hydroxy-2-(5-methoxypyridin-3-yl)ethyl)amino)cyclopropyl)acetonitrile CC=1C=C(CN(C2(CC2)CC#N)CC(C=2C=NC=C(C2)OC)O)C=CC1C